4-((1R,3R,4R)-3-hydroxy-4-methylcyclohexylamino)-2-(1-methylcyclopentylamino)pyrimidine-5-carboxamide O[C@@H]1C[C@@H](CC[C@H]1C)NC1=NC(=NC=C1C(=O)N)NC1(CCCC1)C